methyl 4-((1H-indol-3-yl) methyl)-3-methoxybenzoate N1C=C(C2=CC=CC=C12)CC1=C(C=C(C(=O)OC)C=C1)OC